C1(=CC=CC=C1)S(=O)(=O)O.C(=C)[Na] vinyl-sodium benzenesulfonate